C(C)(C)[Si](OC/C=C/CO)(C(C)C)C(C)C (trans)-4-triisopropylsiloxy-1-hydroxy-2-butene